Methyl 2-[4-[(E)-3-(3-bromo-4-hydroxyphenyl)prop-2-enoyl]phenoxy]acetate BrC=1C=C(C=CC1O)/C=C/C(=O)C1=CC=C(OCC(=O)OC)C=C1